BrC1=C(C=C2C(=CN=NC2=C1)N1CCN(CC1)C(=O)OC(C)(C)C)Cl tert-Butyl 4-(7-bromo-6-chlorocinnoline-4-yl)piperazine-1-carboxylate